glycidoxypropyl-bis(trimethylsiloxy)methylsilane C(C1CO1)OCCC[SiH2]C(O[Si](C)(C)C)O[Si](C)(C)C